2,3-bis[(Z)-octadec-9-enoxy]propan-1-ol C(CCCCCCC\C=C/CCCCCCCC)OC(CO)COCCCCCCCC\C=C/CCCCCCCC